2-(2,5-difluorophenyl)-4-(5-(2,6-dimethylphenoxy)-1-methyl-2-oxo-1,2-dihydropyridin-4-yl)-6-methyl-1,6-dihydro-7H-pyrrolo[2,3-c]pyridin-7-one FC1=C(C=C(C=C1)F)C1=CC2=C(C(N(C=C2C2=CC(N(C=C2OC2=C(C=CC=C2C)C)C)=O)C)=O)N1